5-((3,5-dichloro-2-hydroxyphenylmethyl)amino)cyanopyridine ClC=1C(=C(C=C(C1)Cl)CNC=1C=CC(=NC1)C#N)O